(2,6-dioxopiperidine-3-yl)-4-fluoroisoindoline-1,3-dione O=C1NC(CCC1N1C(C2=CC=CC(=C2C1=O)F)=O)=O